6-Chloro-4-[(2S,5R)-2,5-dimethyl-4-prop-2-enoyl-piperazin-1-yl]-1-(4-ethyl-2-isopropyl-3-pyridyl)-7-(2-fluorophenyl)pyrido[2,3-d]pyrimidin-2-one ClC1=CC2=C(N(C(N=C2N2[C@H](CN([C@@H](C2)C)C(C=C)=O)C)=O)C=2C(=NC=CC2CC)C(C)C)N=C1C1=C(C=CC=C1)F